N1-(6-chloro-1-(2-methoxy-5-nitrophenyl)-1H-pyrazolo[4,3-c]pyridin-3-yl)-N2,N2-dimethylethane-1,2-diamine ClC1=CC2=C(C=N1)C(=NN2C2=C(C=CC(=C2)[N+](=O)[O-])OC)NCCN(C)C